C(CCC)[Sn](C1=CN=CC(=N1)N1CC2(CN(C2)C2=CC(=NC=C2)C(F)(F)F)CC1)(CCCC)CCCC 6-(6-(tributylstannyl)pyrazin-2-yl)-2-(2-(trifluoromethyl)pyridin-4-yl)-2,6-diazaspiro[3.4]octane